I.C(CC1=CC=CC=C1)CCN 2-phenethylethylamine hydroiodide